C(C)(C)N(C1=C(C(=O)OC(C)(C)C)C=CC(=C1)N1CCN(CC1)C(C(F)(F)F)=O)C(C(F)(F)F)=O tert-butyl 2-[isopropyl-(2,2,2-trifluoroacetyl)amino]-4-[4-(2,2,2-trifluoroacetyl)piperazin-1-yl]benzoate